3-[(5-chloro-1H-indazol-6-yloxy)methyl]-5-[(2H3)methyl]isoxazole ClC=1C=C2C=NNC2=CC1OCC1=NOC(=C1)C([2H])([2H])[2H]